ClC1=C(C=CC=C1)[C@@H](CC)N1N=CC(=C1)C(F)(F)F (1R,2R)-1-(2-chlorophenyl)-1-(4-(trifluoromethyl)-1H-pyrazol-1-yl)propan